C(C1=CC=CC=C1)N1C=2C=CC=CC2CC2=CC=CC=C12 N-benzyl-acridine